CC1(C2=CC=CC=C2C=2C=CC(=CC12)C1=CC=2N(C3=CC(=CC=C3C2C=C1)I)C1=CC=CC=C1)C 2-(9,9-dimethyl-9H-fluoren-2-yl)-7-iodo-9-phenyl-9H-carbazole